C(C)(C)(C)OC(=O)C1=C(N=C(S1)N(C)C(=O)N1CC(C1)NC(=O)OC(C)(C)C)C 2-[[3-(tert-butoxycarbonylamino)azetidine-1-carbonyl]-methyl-amino]-4-methyl-thiazole-5-carboxylic acid tert-butyl ester